Tert-butyl 5-[[(1S)-1-(2-amino-2-oxo-ethyl)prop-2-ynyl]carbamoyl]-5,7-dihydropyrrolo[3,4-d]pyrimidine-6-carboxylate NC(C[C@@H](C#C)NC(=O)C1N(CC=2N=CN=CC21)C(=O)OC(C)(C)C)=O